(R,S)-2-bromo-6-(3-methoxytetrahydrofuran-3-yl)pyridin-4-ol BrC1=NC(=CC(=C1)O)[C@]1(COCC1)OC